CCCCCCCCCC(CCCCCCCC(=O)[O-])OC(=O)CCCCCCC/C=C\\CCCCCCCC The molecule is a monocarboxylic acid anion that is the conjugate base of 9-[(9Z)-octadecenoyloxy]octadecanoic acid, obtained by deprotonation of the carboxy group; major species at pH 7.3. It is a conjugate base of a 9-[(9Z)-octadecenoyloxy]octadecanoic acid.